Cl.N[C@H]1C[C@H](C1)OC1=CC=C(C(=O)NC=2C=C3CN(C(C3=CC2)=O)C2C(NC(CC2)=O)=O)C=C1 4-(cis-3-aminocyclobutoxy)-N-(2-(2,6-dioxopiperidin-3-yl)-1-oxoisoindolin-5-yl)benzamide hydrochloride